C[C@H]1N([C@H](CN(C1)C1=C2C(=NC=C1)N(CC2)C(NC=2C(=CC=1N(C2)N=CN1)C)=O)C)C(=O)OC(C)(C)C tert-butyl (2R,6S)-2,6-dimethyl-4-(1-((7-methyl-[1,2,4]triazolo[1,5-a]pyridin-6-yl)carbamoyl)-2,3-dihydro-1H-pyrrolo[2,3-b]pyridin-4-yl)piperazine-1-carboxylate